N-(6-((2,5-dichloropyrimidin-4-yl)amino)quinoxalin-5-yl)methanesulfonamide ClC1=NC=C(C(=N1)NC=1C(=C2N=CC=NC2=CC1)NS(=O)(=O)C)Cl